3-(cyclohexyl)-1,4,2-dioxazol-5-one C1(CCCCC1)C1=NOC(O1)=O